BrC=1C2=C(C=NC1)N=C(O2)N(CC2=C(C=C(C=C2)OC)OC)CCO[Si](C)(C)C(C)(C)C 7-bromo-N-(2-((tert-butyldimethylsilyl)oxy)ethyl)-N-(2,4-dimethoxybenzyl)oxazolo[4,5-c]pyridin-2-amine